NCC=1C=C(C=CC1)C=1C=C(C2=C(C(=CO2)COC2=C(C=CC=C2)CC(=O)O)C1)\C=C\C1CC1 (E)-2-(2-((5-(3-(aminomethyl)phenyl)-7-(2-cyclopropylvinyl)benzofuran-3-yl)methoxy)phenyl)acetic acid